ClC=1C=C(C=CC1Cl)CC=O 2-(3,4-dichlorophenyl)acetaldehyde